tert-butyl N-(1-oxo-3,4-dihydro-2H-isoquinolin-6-yl)carbamate O=C1NCCC2=CC(=CC=C12)NC(OC(C)(C)C)=O